FC=1C=C(C=C(C1)F)[C@@H]1N(OCC1)C1=CC(=NC=N1)NC1=CC=C(C=C1)N1CCN(CC1)C (R)-6-(3-(3,5-difluorophenyl)isoxazolidin-2-yl)-N-(4-(4-methylpiperazin-1-yl)phenyl)pyrimidin-4-amine